2-(4-Cyano-phenoxy)-N-(5,6-dimethoxy-benzothiazol-2-yl)-2-[4-(2-methoxy-ethanesulfonyl)-phenyl]-acetamide C(#N)C1=CC=C(OC(C(=O)NC=2SC3=C(N2)C=C(C(=C3)OC)OC)C3=CC=C(C=C3)S(=O)(=O)CCOC)C=C1